4,5,9,10-tetraazapyrene C1=CC=C2N=NC3=CC=CC4=NN=C1C2=C34